1,4-bis-(diphenylphosphino)-butan C1(=CC=CC=C1)P(CCCCP(C1=CC=CC=C1)C1=CC=CC=C1)C1=CC=CC=C1